2-bromo-5-(2-(tert-butylamino)-2-oxoacetyl)-N-(3-cyano-4-fluorophenyl)-1-methyl-1H-pyrrole-3-carboxamide BrC=1N(C(=CC1C(=O)NC1=CC(=C(C=C1)F)C#N)C(C(=O)NC(C)(C)C)=O)C